N[C@@H](C[SeH])C(=O)O l-selenocysteine